N-(1,3,4-thiadiazol-2-yl)methacrylamide S1C(=NN=C1)NC(C(=C)C)=O